C1(CC1)N1N=CC(=C1)[C@@H]1OCCC(C1)C1=NC=2NC(C(NC2C(=N1)C1=C(C=C(C=C1)OC(F)F)F)C)C 2-[(2R)-2-(1-cyclopropylpyrazol-4-yl)tetrahydropyran-4-yl]-4-[4-(difluoromethoxy)-2-fluoro-phenyl]-6,7-dimethyl-5,6,7,8-tetrahydropteridine